NC[C@]1([C@H]([C@@H](N([C@H]1CC(C)(C)C)CC)C(=O)N)C1=CC(=CC=C1)Cl)C1=C(C=C(C=C1)Cl)F (2R,3R,4S,5S)-4-(aminomethyl)-4-(4-chloro-2-fluorophenyl)-1-ethyl-3-(3-chlorophenyl)-5-neopentylpyrrolidine-2-carboxamide